NC=1C(=C(C=C2C=C(N=CC12)NC(OC1CC(C1)CO)=O)C1=C(C2=C(OCCN2)N=C1)C)F 3-(Hydroxymethyl)cyclobutyl (8-amino-7-fluoro-6-(8-methyl-2,3-dihydro-1H-pyrido[2,3-b][1,4]oxazin-7-yl)isoquinolin-3-yl)carbamate